N1-(4-chlorophenyl)-4-hydroxy-4-phenylpyrrolidine-1,2-dicarboxamide ClC1=CC=C(C=C1)NC(=O)N1C(CC(C1)(C1=CC=CC=C1)O)C(=O)N